(7-Methylquinolin-6-yl)Potassium acetate C(C)(=O)O.CC1=C(C=C2C=CC=NC2=C1)[K]